ClC=1C=C(C=CC1Cl)C1=C(N=C(S1)N)C(C)C 5-(3,4-dichlorophenyl)-4-isopropylthiazol-2-amine